(R)-N-((1-cyclohexyl-1H-imidazol-4-yl)methyl)-N-(2-methyl-1-oxo-1,2-dihydrophthalazin-6-yl)azetidine-2-carboxamide TFA salt OC(=O)C(F)(F)F.C1(CCCCC1)N1C=NC(=C1)CN(C(=O)[C@@H]1NCC1)C=1C=C2C=NN(C(C2=CC1)=O)C